mono-decyl phosphite P(OCCCCCCCCCC)([O-])[O-]